ClC1=C2CC(OC(C2=CC(=C1)C(=O)N[C@H](C(=O)O)CC1=CC=C(C=C1)O)=O)C (2S)-2-[(5-chloro-3-methyl-1-oxo-3,4-dihydroisochromene-7-carbonyl)amino]-3-(4-hydroxyphenyl)propanoic acid